1-(4-bromophenyl)-4-(morpholinomethyl)piperidin-4-ol BrC1=CC=C(C=C1)N1CCC(CC1)(O)CN1CCOCC1